2-(succinimidyl-oxycarbonyloxy)ethylsulfone C1(CCC(N1OC(=O)OCCS(=O)(=O)CCOC(=O)ON1C(CCC1=O)=O)=O)=O